6-[8-(1,3-benzothiazol-2-ylcarbamoyl)-3,4-dihydroisoquinolin-2(1H)-yl]-3-(4-methyl-3-phenoxyphenyl)pyridine-2-carboxylic acid S1C(=NC2=C1C=CC=C2)NC(=O)C=2C=CC=C1CCN(CC21)C2=CC=C(C(=N2)C(=O)O)C2=CC(=C(C=C2)C)OC2=CC=CC=C2